4-ethylphenylsulfonate C(C)C1=CC=C(C=C1)S(=O)(=O)[O-]